N-(1-methylcyclopropyl)pyridazine-3-carboxamide CC1(CC1)NC(=O)C=1N=NC=CC1